C(C)(C)(C)OC(=O)N1CCC(CC1)(C(F)(F)F)NCC1=CC=CC=C1 4-(benzylamino)-4-(trifluoromethyl)piperidine-1-carboxylic acid tert-butyl ester